C(C)N1C(=CC2=CC=C(C=C12)C)C1=NC2=C(N1C)C=CC(=C2)C(=O)N2C[C@@H](CCC2)NC(OC(C)(C)C)=O (R)-tert-butyl (1-(2-(1-ethyl-6-methyl-1H-indol-2-yl)-1-methyl-1H-benzo[d]imidazole-5-carbonyl)piperidin-3-yl)carbamate